2-ethyl-2-pentyl-1,3-propanediol C(C)C(CO)(CO)CCCCC